C1(=CC=CC=C1)C(C)N(CC1=CC(=CC=C1)CNCC1=NC=CC=C1)CC1=NC=CC=C1 N-[1-(phenyl)ethyl]-N,N'-bis(2-pyridylmethyl)-1,3-xylylenediamine